FC(CN1N=CC(=C1)C1=NC=CC(=N1)NC1=NC=C(C(=C1)NC1CCC(CC1)(O)C)C1=NN(C(=C1)C(F)(F)F)C)F (1s,4s)-4-((2-((2-(1-(2,2-Difluoroethyl)-1H-pyrazol-4-yl)pyrimidin-4-yl)amino)-5-(1-methyl-5-(trifluoromethyl)-1H-pyrazol-3-yl)pyridin-4-yl)amino)-1-methylcyclohexan-1-ol